bromo-2-methoxy-N-methylaniline BrN(C1=C(C=CC=C1)OC)C